ClC1=CN=C(S1)NC(C(C1=CC=C(C=C1)C1=CC=NC=C1)C1CC(CC1)(F)F)=O rac-N-(5-Chlorothiazol-2-yl)-2-(3,3-difluorocyclopentyl)-2-(4-(pyridin-4-yl)phenyl)acetamide